Cl.Cl.CN1[C@H]2CN[C@@H](C1)C2 (1R,4R)-2-methyl-2,5-diazabicyclo[2.2.1]heptane dihydrochloride